ClC1=CC=C(C=C1)N1N=C(N=C1)C(=O)N(C)C1=CC=C(C=C1)C#N 1-(4-chlorophenyl)-N-(4-cyanophenyl)-N-methyl-1H-1,2,4-triazole-3-carboxamide